methyl-N-(1-(2-morpholinylethyl)-3-(pyridin-2-yl)-1H-pyrazol-4-yl)-[2,3'-bipyridine]-6-carboxamide CC=1C(=NC(=CC1)C(=O)NC=1C(=NN(C1)CCN1CCOCC1)C1=NC=CC=C1)C=1C=NC=CC1